C1=CC=C2C=C(C=CC2=C1)N(C3=CC=C(C=C3)N)C4=CC5=CC=CC=C5C=C4 N'-di-2-naphthyl-p-phenylenediamine